cyano-2-trifluoromethylimidazolium C(#N)[N+]1=C(NC=C1)C(F)(F)F